N-(2-bromo-4-(perfluoropropan-2-yl)-6-(trifluoromethyl)phenyl)-2-fluoro-3-(2-cyano-5-oxo-5,8-dihydro-6H-pyrido[3,2-d][1,2]oxazin-6-yl)benzamide BrC1=C(C(=CC(=C1)C(C(F)(F)F)(C(F)(F)F)F)C(F)(F)F)NC(C1=C(C(=CC=C1)N1OCC2=C(C1=O)C=CC(=N2)C#N)F)=O